C(C)(C)(C)OC(=O)N1CCC(CC1)(C)NCC1=C(C=C(C=C1)C(F)(F)F)Br 4-((2-bromo-4-(trifluoromethyl)benzyl)amino)-4-methylpiperidine-1-carboxylic acid tert-butyl ester